FC=1C=C(C=NC1OC1=CC=NC2=CC(=C(N=C12)OC)OCC1=CC=C(C=C1)OC)N 5-Fluoro-6-((6-methoxy-7-((4-methoxybenzyl)oxy)-1,5-naphthyridin-4-yl)oxy)pyridin-3-amine